methyl 6-((4-(acetoxymethyl)phenyl)amino)-5-nitropicolinate C(C)(=O)OCC1=CC=C(C=C1)NC1=C(C=CC(=N1)C(=O)OC)[N+](=O)[O-]